C(C1=CC=CC=C1)(=O)OCC1=CC=C(C=C1)OCCOC1=CC=C(COC(C2=CC=CC=C2)=O)C=C1 4,4'-ethylenedioxy-dibenzyl bisbenzoate